8-Chloro-7-((2-methyl-1H-benzo[d]imidazol-6-yl)oxy)-2-(1-((tetrahydro-2H-thiopyran-4-yl)methyl)-1H-pyrazol-4-yl)quinoxaline ClC=1C(=CC=C2N=CC(=NC12)C=1C=NN(C1)CC1CCSCC1)OC=1C=CC2=C(NC(=N2)C)C1